(3-(4-((4-(4-(Trifluoromethyl)phenyl)-1H-1,2,3-triazol-1-yl)methyl)phenyl)-1,2,4-oxadiazol-5-yl)pyrrolidine-1-carboximidamide hydrochloride Cl.FC(C1=CC=C(C=C1)C=1N=NN(C1)CC1=CC=C(C=C1)C1=NOC(=N1)C1N(CCC1)C(N)=N)(F)F